C1(=CC=CC=C1)P(C1=CC=CC=C1)C1=CC=CC2=CC=CC=C12 (diphenylphosphino)naphthalene